C(C)(=O)C=1C=CC(=NC1)CN(N(C1=NC=CC=N1)C)C(=O)OC(C)(C)C tert-butyl 1-((5-acetylpyridin-2-yl)methyl)-2-methyl-2-(pyrimidin-2-yl)hydrazinecarboxylate